FC1=NC=CC=C1OC1=CC(=NC=C1)C(=O)N[C@@H]1C(N(C2=C(OC1)C=CC(=C2)C#CC(C)(C)O)C)=O (S)-4-((2-fluoropyridin-3-yl)oxy)-N-(7-(3-hydroxy-3-methylbut-1-yn-1-yl)-5-methyl-4-oxo-2,3,4,5-tetrahydrobenzo[b][1,4]oxazepin-3-yl)pyridineamide